1-(4-bromophenyl)-3-(2,2,2-trifluoroethyl)pyridin-2(1H)-one BrC1=CC=C(C=C1)N1C(C(=CC=C1)CC(F)(F)F)=O